FC=1C=CC=C2CCC(C12)C(C(=O)N)=CC1=CC=C2C=NNC2=C1 (7-fluoro-2,3-dihydro-1H-inden-1-yl)-3-(1H-indazol-6-yl)acrylamide